[Si](C)(C)(C(C)(C)C)OCC1CCC(CC1)CO ((1s,4s)-4-(((tert-butyldimethylsilyl)oxy)methyl)cyclohexyl)-methanol